3-(2-fluorophenyl)azetidine FC1=C(C=CC=C1)C1CNC1